6-[(3S)-3-(cyanomethyl)-4-prop-2-enoyl-piperazin-1-yl]-N-(3-hydroxy-1-naphthyl)-2-[(1-methyl-2-piperidyl)methoxy]pyrimidine-4-carboxamide C(#N)C[C@H]1CN(CCN1C(C=C)=O)C1=CC(=NC(=N1)OCC1N(CCCC1)C)C(=O)NC1=CC(=CC2=CC=CC=C12)O